4-(((2Z)-5-(4-(tert-butyl)benzylidene)-4-oxo-3-phenylthiazolidin-2-ylidene)amino)benzenesulphonamide C(C)(C)(C)C1=CC=C(C=C2C(N(/C(/S2)=N/C2=CC=C(C=C2)S(=O)(=O)N)C2=CC=CC=C2)=O)C=C1